CN1C=NC=C1C[C@@H](C(=O)[O-])[NH3+] The molecule is a L-histidine derivative that is L-histidine substituted by a methyl group at position 3 on the imidazole ring; major species at pH 7.3. It is a L-histidine derivative, a non-proteinogenic L-alpha-amino acid and a zwitterion. It is a tautomer of a N(pros)-methyl-L-histidine.